FC([C@@H](C1=CC=C(C=C1)F)N1N=CC(=C1)C1=CN=CC(=N1)C1=C(C=2N(C=C1F)N=C(N2)N2C(=CC=C2C)C)C)(C)F (R)-7-(6-(1-(2,2-difluoro-1-(4-fluorophenyl)propyl)-1H-pyrazol-4-yl)pyrazin-2-yl)-2-(2,5-dimethyl-1H-pyrrol-1-yl)-6-fluoro-8-methyl-[1,2,4]triazolo[1,5-a]pyridine